CC1=C(C=CC=C1)C=CC 1-methyl-2-propenylbenzene